5-(2,4-difluoro-phenoxy)-1-ethanesulfonyl-2,3-dihydro-1H-indol-6-ol FC1=C(OC=2C=C3CCN(C3=CC2O)S(=O)(=O)CC)C=CC(=C1)F